sodium (4-methylphenyl) methylsuccinate CC(C(=O)OC1=CC=C(C=C1)C)CC(=O)[O-].[Na+]